butenyltriazole C(=CCC)C=1N=NNC1